methyl 5-bromo-2-methyl-1-oxo-1,2,3,4-tetrahydronaphthalene-2-carboxylate BrC1=C2CCC(C(C2=CC=C1)=O)(C(=O)OC)C